perfluoroneopentane methyl-3-fluoro-4-(4-fluoro-4-(hydroxymethyl)piperidin-1-yl)benzoate COC(C1=CC(=C(C=C1)N1CCC(CC1)(CO)F)F)=O.FC(C(C(F)(F)F)(C(F)(F)F)C(F)(F)F)(F)F